2-(3-(4-(3-amino-6-(2-hydroxyphenyl)pyridazin-4-yl)phenyl)isoxazol-5-yl)-3-methylbutanoic acid NC=1N=NC(=CC1C1=CC=C(C=C1)C1=NOC(=C1)C(C(=O)O)C(C)C)C1=C(C=CC=C1)O